C(C)(C)(C)CS(=O)(=O)N t-butylmethanesulfonamide